3-amino-4-fluorobenzoyl-hydrazine NC=1C=C(C(=O)NN)C=CC1F